C(C1=CC=CC=C1)N(C1CC(CN(C1)C(C1=CC(=CC=C1)C=1OC=CC1)=O)C(=O)NC1=CC=C(C=C1)Cl)C 5-(benzyl(methyl)amino)-N-(4-chlorophenyl)-1-(3-(furan-2-yl)benzoyl)piperidine-3-carboxamide